COC1=CC=C(C=C1)C(C(N)C1=CC=C(C=C1)OC)N bis(4-methoxyphenyl)-1,2-ethanediamine